2-tertbutyl-4-hydroxy-5-pyrimidinecarboxylic acid C(C)(C)(C)C1=NC=C(C(=N1)O)C(=O)O